2-(3-(Dimethylamino)propoxy)-5-(3'-methyl-2'-oxo-2',3'-dihydrospiro[oxetane-3,1'-pyrrolo[2,3-c]quinolin]-8'-yl)pyridin CN(CCCOC1=NC=C(C=C1)C1=CC=2C3=C(C=NC2C=C1)N(C(C31COC1)=O)C)C